4-((3-bromo-2-methylphenyl)amino)-N-(6-((1,2,3,4-tetrahydroacridin-9-yl)amino)hexyl)quinazolin-7-carboxamide BrC=1C(=C(C=CC1)NC1=NC=NC2=CC(=CC=C12)C(=O)NCCCCCCNC=1C2=CC=CC=C2N=C2CCCCC12)C